CN(C([C@@H](C)OC1=CC=C2C(=CC(OC2=C1)=O)C=1SC=CC1C)=O)C (2R)-N,N-dimethyl-2-[4-(3-methyl-2-thienyl)-2-oxo-chromen-7-yl]oxy-propanamide